N4-methyl-N2-(1-methyl-7-(1-methyl-1,2,3,6-tetrahydropyridin-4-yl)-1H-indazol-4-yl)-5-(trifluoromethyl)pyrimidine-2,4-diamine CNC1=NC(=NC=C1C(F)(F)F)NC1=C2C=NN(C2=C(C=C1)C=1CCN(CC1)C)C